2-oxoethyl piperazine-1-carboxylate N1(CCNCC1)C(=O)OCC=O